Benzyl 2-(3-bromophenyl)-4-((1-hydroxy-2-methylpropan-2-yl)oxy)-2-methylbutanoate BrC=1C=C(C=CC1)C(C(=O)OCC1=CC=CC=C1)(CCOC(CO)(C)C)C